C(C)(C)(C)C1C(CCC(C1)C(C)(C)C)=O 2,4-di-t-butylcyclohexanone